N4,6-dimethyl-N2-[7-(2,3,4,7-tetrahydro-1H-azepin-5-yl)-2,3-dihydrofuro[3,2-b]pyridin-5-yl]pyridine-2,4-diamine CNC1=CC(=NC(=C1)C)NC1=CC(=C2C(=N1)CCO2)C=2CCCNCC2